N-(2-ethyl-6-(1-(methylsulfonyl)-1,2,3,6-tetrahydropyridin-4-yl)imidazo[1,2-a]pyridin-3-yl)-N-methyl-4-(4-(trifluoromethyl)phenyl)thiazol-2-amine C(C)C=1N=C2N(C=C(C=C2)C=2CCN(CC2)S(=O)(=O)C)C1N(C=1SC=C(N1)C1=CC=C(C=C1)C(F)(F)F)C